C1(CC1)CCC(C1=NC=CC=C1)(N[S@@](=O)C(C)(C)C)C=1C=CC(=C(C1)NC(=O)[C@@H]1NC[C@@H](C1)OC)F (2r,4r)-N-(5-(3-cyclopropyl-1-((S)-1,1-dimethylethylsulfinamido)-1-(pyridin-2-yl)propyl)-2-fluorophenyl)-4-methoxypyrrolidine-2-carboxamide